CC(CN)(CC(CCN)C)C 2,2,4-Trimethylhexamethylendiamin